ClC=1C=C2C(=NC(N3C2=C(C1C1=C(C=C(C=C1)F)F)SCC3)=O)N3C[C@@H](N[C@H](C3)C)C 9-chloro-10-(2,4-difluorophenyl)-7-((3S,5S)-3,5-dimethylpiperazin-1-yl)-2,3-dihydro-5H-[1,4]thiazino[2,3,4-ij]quinazolin-5-one